3-{[4-((3-chloro-2-fluorophenyl)amino)-7-methoxyquinazolin-6-yl]amino}-4-(4-methyl-2-(R)-methylpiperazin-1-yl)cyclobut-3-ene-1,2-dione ClC=1C(=C(C=CC1)NC1=NC=NC2=CC(=C(C=C12)NC=1C(C(C1N1[C@@H](CN(CC1)C)C)=O)=O)OC)F